Bis-pinacol borate B(O)(O)O.OC(C)(C)C(C)(C)O.OC(C)(C)C(C)(C)O